CN(C)CC(=O)O.BrC=1SC(=C(N1)C)C1CCC2(OCCO2)CC1 2-bromo-4-methyl-5-(1,4-dioxaspiro[4.5]decan-8-yl)thiazole Methyl-sarcosinate